3-(difluoromethyl)-6,7-dihydropyrazolo[1,5-a]Pyrazine FC(C=1C=NN2C1C=NCC2)F